3-methoxycarbonyltetracyclo[4.4.0.12,5.17,10]dodec-8-ene COC(=O)C1C2C3C4C=CC(C3C(C1)C2)C4